C(C=C)(=O)OCC(COCCC1=CC=CC=C1)O 2-hydroxy-3-phenethoxypropyl acrylate